ClC1=NC(=C2N=CN(C2=N1)[C@H]1[C@@H]([C@@H]([C@H](O1)CS(=O)(=O)CP(O)(O)=O)O)O)N[C@@H](C)C1=CC=CC=C1 [(2S,3S,4R,5R)-5-[2-chloro-6-[[(1S)-1-phenylethyl]amino]-purin-9-yl]-3,4-dihydroxy-tetrahydro-furan-2-yl]methyl-sulfonylmethylphosphonic acid